2-[1-[3-(difluoromethyl)-1-(6-cyano-3-pyridyl)-1H-1,2,4-triazol-5-yl]ethyl]-1H-isoindole-1,3(2H)-dione FC(C1=NN(C(=N1)C(C)N1C(C2=CC=CC=C2C1=O)=O)C=1C=NC(=CC1)C#N)F